ClCC1=CN(C2=NC=CC=C21)C(=O)OC(C)(C)C tert-butyl 3-(chloromethyl)-1H-pyrrolo[2,3-b]pyridine-1-carboxylate